tert-butyl N-(2-(1-(6,7-dimethoxyquinazolin-4-yl)piperidin-4-yl)ethyl)sulfamoylcarbamate COC=1C=C2C(=NC=NC2=CC1OC)N1CCC(CC1)CCNS(=O)(=O)NC(OC(C)(C)C)=O